C(C)(C)C1N2C(C3=CC(=C(C=C3C1)OCCC1COC1)C=1SC=CN1)=CC(C(=C2)C(=O)O)=O 6-isopropyl-9-(2-(oxetan-3-yl)ethoxy)-2-oxo-10-(thiazol-2-yl)-6,7-dihydro-2H-pyrido[2,1-a]isoquinoline-3-carboxylic acid